C1NCC12CC(C2)C#CC2=CC=C(C=C2)C=2C=1C(=C(SC1N1C(=NN=C1[C@@H](N2)CCOC)C)C)C (9S)-7-[4-[2-(2-azaspiro[3.3]heptan-6-yl)ethynyl]phenyl]-9-(2-methoxyethyl)-4,5,13-trimethyl-3-thia-1,8,11,12-tetrazatricyclo[8.3.0.02,6]trideca-2(6),4,7,10,12-pentaene